C(C)(C)(C)C1CN(CC1)C(=O)NCC1=C(C=C(C=C1)C1=NC(=NC=C1)NC=1C=NN(C1)C)C#N 3-(tert-butyl)-N-(2-cyano-4-(2-((1-methyl-1H-pyrazol-4-yl)amino)pyrimidin-4-yl)benzyl)pyrrolidine-1-carboxamide